5-methyl-1-(4-(4-(6-(piperazin-1-ylmethyl)pyridin-3-yl)benzyl)phenyl)-1H-pyrazole CC1=CC=NN1C1=CC=C(C=C1)CC1=CC=C(C=C1)C=1C=NC(=CC1)CN1CCNCC1